4-ethyloct-3,5-dienenitrile C(C)C(=CCC#N)C=CCC